FC(OC1=C(C=CC=C1)C1CCN2N1C=1C=C(C=CC1C2=O)C=2C=NC(=NC2)N2CCC(CC2)O)F 3-(2-(difluoromethoxy)phenyl)-6-(2-(4-hydroxypiperidin-1-yl)pyrimidin-5-yl)-2,3-dihydropyrazolo[1,2-a]indazol-9(1H)-one